OC1CC([NH+](C(C1)(C)C)[O-])(C)C 4-hydroxy-2,2,6,6-tetramethylpiperidine oxide